tert-Butyl N-[2-[2-[2-[2-(cyclopropylmethylamino)-6-[2,6-difluoro-3-[[(3R)-3-fluoropyrrolidin-1-yl]sulfonylamino]phenyl]-7-oxopyrido[2,3-d]pyrimidin-8-yl]ethoxy]ethoxy]ethyl]carbamate C1(CC1)CNC=1N=CC2=C(N1)N(C(C(=C2)C2=C(C(=CC=C2F)NS(=O)(=O)N2C[C@@H](CC2)F)F)=O)CCOCCOCCNC(OC(C)(C)C)=O